[Na].ClC=1C=C(C=C(C1)C(C)C)NC(=O)NS(N(C1CCOCC1)C=1C=NN(C1)C)(=O)=O 1-[3-chloro-5-(propan-2-yl)phenyl]-3-[(1-methyl-1H-pyrazol-4-yl)(oxan-4-yl)sulfamoyl]urea Sodium Salt